7-bromonaphtho[1,8-de][1,3]oxazin BrC=1C2=CC=CC=3N=COC(C32)=CC1